FC(C(=O)O)(F)F.NCCCCCCC(=O)NC=1N=CC=2N(C1)C=C(N2)[C@@H]2N(CCC2)C 7-amino-N-{2-[(2R)-1-methylpyrrolidin-2-yl]imidazo[1,2-a]pyrazin-6-yl}heptanamide trifluoroacetate